tert-butyl (2R,3S,4S)-4-[(tert-butoxycarbonyl)oxy]-2-({4-[1-(difluoromethyl)pyrazol-4-yl]phenyl}methyl)-3-[(4-nitrophenoxycarbonyl)oxy]pyrrolidine-1-carboxylate C(C)(C)(C)OC(=O)O[C@@H]1[C@H]([C@H](N(C1)C(=O)OC(C)(C)C)CC1=CC=C(C=C1)C=1C=NN(C1)C(F)F)OC(=O)OC1=CC=C(C=C1)[N+](=O)[O-]